BrC=1C=C(C(=NC1)C)N1C[C@H](CC1)O (S)-1-(5-Bromo-2-methylpyridin-3-yl)pyrrolidin-3-ol